1,1,1,3,3,3-hexafluoropropan-2-yl (R)-1-((pyrimidin-5-ylmethyl)carbamoyl)-6-azaspiro[2.5]octane-6-carboxylate N1=CN=CC(=C1)CNC(=O)[C@@H]1CC12CCN(CC2)C(=O)OC(C(F)(F)F)C(F)(F)F